4,4'-thiobis[5-isopropoxy-3-chloro-2(5H)furanone] S(C1=C(C(OC1OC(C)C)=O)Cl)C1=C(C(OC1OC(C)C)=O)Cl